CN1N=C(C=C1C=1C(=C(C(=CC1)O)N1CC(NS1(=O)=O)=O)F)C 5-(3-(1,3-dimethyl-1H-pyrazol-5-yl)-2-fluoro-6-hydroxyphenyl)-1,2,5-thiadiazolidin-3-one 1,1-dioxide